3-ethyl-2-[(3-methylimidazol-4-yl)methyl]-4-oxobutyl decanoate C(CCCCCCCCC)(=O)OCC(C(C=O)CC)CC=1N(C=NC1)C